BrC1=CC=C(C=C1)C1(CC1)CCC 1-bromo-4-(1-propylcyclopropyl)benzene